C(C)OC(COCC(C)OCC)C 2-ethoxy-propyl ether